(1R,5S)-3-methyl-N-(5-(pyridin-3-yl)thiazolo[5,4-b]pyridin-2-yl)-3-azabicyclo[3.1.0]hexane-6-carboxamide CN1C[C@H]2C([C@H]2C1)C(=O)NC=1SC2=NC(=CC=C2N1)C=1C=NC=CC1